6-(2-(4-acetylpiperazin-1-yl)oxazol-5-yl)-4-((2-cyanophenyl)thio)pyrazolo[1,5-a]pyridine-3-carbonitrile C(C)(=O)N1CCN(CC1)C=1OC(=CN1)C=1C=C(C=2N(C1)N=CC2C#N)SC2=C(C=CC=C2)C#N